2-(4-((5-fluoro-2-methoxybenzamido)methyl)phenyl)-7-methyl-4,5,6,7-tetrahydro-2H-pyrazolo[4,3-b]pyridine-3-carboxamide FC=1C=CC(=C(C(=O)NCC2=CC=C(C=C2)N2N=C3C(NCCC3C)=C2C(=O)N)C1)OC